tert-Butyl (S)-3-((7-bromo-8-fluoro-2-(((2R,7aS)-2-fluorotetrahydro-1H-pyrrolizin-7a(5H)-yl)methoxy)quinazolin-4-yl)(methyl)amino)pyrrolidine-1-carboxylate BrC1=CC=C2C(=NC(=NC2=C1F)OC[C@]12CCCN2C[C@@H](C1)F)N([C@@H]1CN(CC1)C(=O)OC(C)(C)C)C